Tert-butyl 1-(dimethoxymethyl)-3-oxo-8-azabicyclo[3.2.1]octane-8-carboxylate COC(C12CC(CC(CC1)N2C(=O)OC(C)(C)C)=O)OC